bis(phosphonium) borate B([O-])([O-])O.[PH4+].[PH4+]